N-[(3R)-1-cyclopentyl-3-piperidyl]-2-(12-isopropyl-9-oxo-3-thia-1,10,11-triazatricyclo[6.4.0.02,6]dodeca-2(6),4,7,11-tetraen-10-yl)acetamide C1(CCCC1)N1C[C@@H](CCC1)NC(CN1C(C2=CC=3C=CSC3N2C(=N1)C(C)C)=O)=O